FC=1C=C(C(=NC1)N1CCN(CC1)[C@H]1CC2(CN(C2)C(=O)OCC)CC1)C=1C(=NC(=CC1)OC)C ethyl (6R)-6-[4-[5-fluoro-3-(6-methoxy-2-methyl-3-pyridyl)-2-pyridyl]piperazin-1-yl]-2-azaspiro[3.4]octane-2-carboxylate